OCCC(CC(=O)OCC)=O ethyl 5-hydroxy-3-oxopentanoate